2-((4-(2-((4-Cyano-2-fluorobenzyl)oxy)pyrimidin-4-yl)piperidin-1-yl)methyl)-4-(difluoromethoxy)-1-methyl-1H-benzo[d]imidazole-6-carboxylic acid C(#N)C1=CC(=C(COC2=NC=CC(=N2)C2CCN(CC2)CC2=NC3=C(N2C)C=C(C=C3OC(F)F)C(=O)O)C=C1)F